(2-azabicyclo[2.1.1]hex-1-yl)methanol C12(NCC(C1)C2)CO